N(=[N+]=[N-])C=1C(OC2=CC=CC=C2C1)=O 3-azido-2H-chromen-2-one